C(CC)S(=S)(=S)[O-].[Na+].S1C=NCC1 thiazoline sodium dithiopropanesulfonate